CN1N=CC(=C1)C1=NC2=CC=CC=C2C(=C1)C(CCN)N (2-(1-methyl-1H-pyrazol-4-yl)quinolin-4-yl)propane-1,3-diamine